(2R)-2-amino-2-cyclopropyl-N-(2-dimethylaminoethyl)acetamide dihydrochloride Cl.Cl.N[C@@H](C(=O)NCCN(C)C)C1CC1